tin disulfide carbon [C].[Sn](=S)=S